2-(4-formylphenoxy)ethyl 2-[1-[(4-methylphenyl)methyl]-5-oxopyrrolidin-2-yl]acetat CC1=CC=C(C=C1)CN1C(CCC1=O)CC(=O)OCCOC1=CC=C(C=C1)C=O